ONC(CCCCCCNC(=O)C1CNCCC1)=O N-(7-(hydroxyamino)-7-oxo-heptyl)piperidine-3-carboxamide